FC=1C=C2C(C(=CN(C2=CC1N1CCN(CC1)CC(=O)NC1=CC(=C(C=C1)C(=O)OC)O)C1=CC=C(C=C1)F)C(=O)O)=O 6-Fluoro-1-(4-fluorophenyl)-7-(4-(2-((3-hydroxy-4-(methoxycarbonyl)phenyl)amino)-2-oxoethyl)piperazin-1-yl)-4-oxo-1,4-dihydroquinoline-3-carboxylic acid